1,7-dimethyl-8-(methylsulfonyl)-1H-purine-2,6(3H,7H)-dione CN1C(NC=2N=C(N(C2C1=O)C)S(=O)(=O)C)=O